4-((1R,5S)-3,8-diazabicyclo[3.2.1]octan-3-yl)-8-fluoro-2-(((S)-1-methylpyrrolidin-2-yl)methoxy)-7-(8-(trifluoromethyl)isoquinolin-1-yl)quinazoline [C@H]12CN(C[C@H](CC1)N2)C2=NC(=NC1=C(C(=CC=C21)C2=NC=CC1=CC=CC(=C21)C(F)(F)F)F)OC[C@H]2N(CCC2)C